benzyl 4-methyl-4-((1-methylcyclopropyl)methyl)-1,2,3-oxathiazolidine-3-carboxylate 2,2-dioxide CC1(N(S(OC1)(=O)=O)C(=O)OCC1=CC=CC=C1)CC1(CC1)C